[Na+].OC1=C(C=C(C=C1)O)S(=O)(=O)[O-] 2,5-dihydroxybenzenesulfonic acid sodium salt